trans-1-[[4-[(3S)-3-(2-pyridyl)isoxazolidine-2-carbonyl]cyclohexyl]methyl]indole-5-carboxamide N1=C(C=CC=C1)[C@H]1N(OCC1)C(=O)[C@@H]1CC[C@H](CC1)CN1C=CC2=CC(=CC=C12)C(=O)N